NC1=NC=CC=C1C1=NC=2C(=NC(=CC2)C2=CC=C(C=C2)F)N1C1=CC=C(CN2CCN(CC2)C2=NC(=NC=C2)C#N)C=C1 (4-(4-(2-(2-aminopyridin-3-yl)-5-(4-fluorophenyl)-3H-imidazo[4,5-b]pyridin-3-yl)benzyl)piperazin-1-yl)pyrimidine-2-carbonitrile